NC1=CC2=NC3=CC(=C(C=C3N=C2C=C1N)N)N 2,3,7,8-tetraaminophenazine